tert-butyl 4-[(3aR,4R,6R,6aS)-6-{5-bromo-2,4-dichloropyrrolo[2,3-d]pyrimidin-7-yl}-2,2-dimethyl-tetrahydro-3aH-cyclopenta[d][1,3]dioxol-4-yl]piperidine-1-carboxylate BrC1=CN(C=2N=C(N=C(C21)Cl)Cl)[C@@H]2C[C@@H]([C@@H]1[C@H]2OC(O1)(C)C)C1CCN(CC1)C(=O)OC(C)(C)C